2,6-dimethyl-pyridine-4-carbaldehyde CC1=NC(=CC(=C1)C=O)C